tert-Butyl ((S)-(7-((R)-cyclopropyl((S*)-2-oxo-4-(2,2,2-trifluoroethyl)imidazolidin-1-yl)methyl)imidazo[1,2-b]pyridazin-2-yl)(4,4-difluorocyclohexyl)methyl)carbamate C1(CC1)[C@H](C1=CC=2N(N=C1)C=C(N2)[C@H](C2CCC(CC2)(F)F)NC(OC(C)(C)C)=O)N2C(N[C@H](C2)CC(F)(F)F)=O |o1:33|